3-{[(1S)-2,2-difluorocyclopropyl]methoxy}-1H-pyrazole-4-carboxylic acid ethyl ester C(C)OC(=O)C=1C(=NNC1)OC[C@H]1C(C1)(F)F